C[C@H](CCC(=O)[O-])[C@H]1CC[C@@H]2[C@@]1([C@H](C[C@H]3[C@H]2C=CC4=CC(=O)CC[C@]34C)O)C The molecule is conjugate base of 12alpha-hydroxy-3-oxochola-4,6-dien-24-oic acid. It is a carboxylic acid anion and a steroid acid anion. It is a conjugate base of a 12alpha-hydroxy-3-oxochola-4,6-dien-24-oic acid.